2-amino-N-(4-cyclopropyl-5-nitrothiazol-2-yl)benzamide NC1=C(C(=O)NC=2SC(=C(N2)C2CC2)[N+](=O)[O-])C=CC=C1